tert-butyl (1R,3S)-3-(chloroethynyl)-2,2-dimethylcyclopropanecarboxylate ClC#C[C@@H]1C([C@@H]1C(=O)OC(C)(C)C)(C)C